C(C1=CC=CC=C1)(=O)N1CCC2(C(N(C=N2)CC2=C(C=CC=C2)F)=O)CC1 8-benzoyl-3-(2-fluorobenzyl)-1,3,8-triazaspiro[4.5]dec-1-en-4-one